propynyl-toluenesulfonic acid C(#CC)C(C1=CC=CC=C1)S(=O)(=O)O